C(#N)C1=CC(=C(C(=O)NC2=NC=C(C(=C2)C(F)(F)F)CO)C=C1)C 4-cyano-N-[5-(hydroxymethyl)-4-(trifluoromethyl)pyridin-2-yl]-2-methylbenzamide